4-Iodopyridine-2,6-diamine IC1=CC(=NC(=C1)N)N